(3-Fluoro-6-methoxypyridin-2-yl)(5-{[2-(4-isopropylphenyl)imidazo[1,2-a]pyrimidin-3-yl]-methyl}-2,5-diazabicyclo[2.2.2]oct-2-yl)-methanone FC=1C(=NC(=CC1)OC)C(=O)N1C2CN(C(C1)CC2)CC2=C(N=C1N2C=CC=N1)C1=CC=C(C=C1)C(C)C